BrC1=CC=C2C(NC(C2=C1NNC(=O)OC(C)(C)C)C(=O)OC)=O Methyl 6-bromo-7-(2-(tert-butoxycarbonyl)hydrazineyl)-3-oxoisoindoline-1-carboxylate